3-(2,2-dimethyl-2H-benzopyran-6-yl)-N-phenylacrylamide CC1(OC2=C(C=C1)C=C(C=C2)C=CC(=O)NC2=CC=CC=C2)C